{4-[5-methoxy-3-(trifluoromethyl)pyrazol-1-yl]phenyl-methyl}pyrido[2,3-d]pyrimidin-7-one COC1=CC(=NN1C1=CC=C(C=C1)CC=1N=CC=2C(N1)=NC(CC2)=O)C(F)(F)F